CC1=C2C=3C=CC=C4C(=C(N(C34)CCOCCOC(C=C1)=C2)C(=O)OCC)CCCOC2=CC=CC1=CC=CC=C21 (rac)-Ethyl 13-methyl-1-[3-(naphthalen-1-yloxy)propyl]-4,5,7,8-tetrahydro-10,14-(metheno)[1,4,7]dioxazacyclotetradecino[9,8,7-hi]indole-2-carboxylate